N-[(2S,3R,4S)-2-[(3'-chloro-2,5'-difluoro-[1,1'-biphenyl]-3-yl)methyl]-1-(cyclopropanecarbonyl)-4-fluoropyrrolidin-3-yl]ethanesulfonamide ClC=1C=C(C=C(C1)F)C1=C(C(=CC=C1)C[C@@H]1N(C[C@@H]([C@@H]1NS(=O)(=O)CC)F)C(=O)C1CC1)F